8-((2S,5R)-2,5-diethyl-4-(1-(2-methylbenzo[d]thiazol-6-yl)ethyl)piperazin-1-yl)-5-methyl-6-oxo-5,6-dihydroimidazo[1,2-b]pyridazine-2-carbaldehyde O-methyloxime CON=CC=1N=C2N(N(C(C=C2N2[C@H](CN([C@@H](C2)CC)C(C)C2=CC3=C(N=C(S3)C)C=C2)CC)=O)C)C1